NC1=NC(=CC(=C1)C=1N=NN(C1)CC1=CC=CC(=N1)[C@H](C)N1CCC(CC1)C(=O)O)C1=CC(=CC=C1)C#N 1-[(S)-1-[6-({4-[2-amino-6-(m-cyanophenyl)-4-pyridinyl]-1H-1,2,3-triazol-1-yl}methyl)-2-pyridinyl]ethyl]-4-piperidinecarboxylic acid